2-furanbenzonitrile O1C(=CC=C1)C1=CC=CC=C1C#N